The molecule is a branched heptasaccharide derivative comprising one mannopyranose and six D-arabinofuranose units, in an assembly consisting of two arabinose residues linked alpha(1->5), with beta-arabinosyl-(1->2)-alpha-arabinosyl and alpha-mannosyl-(1->5)-beta-arabinosyl-(1->2)-alpha-arabinosyl units linked to respectively the 3- and 5-positions of the arabinose residue distal from the reducing-end residue. C([C@@H]1[C@H]([C@@H]([C@@H]([C@H](O1)OC[C@@H]2[C@H]([C@@H]([C@@H](O2)O[C@H]3[C@@H]([C@H](O[C@@H]3OC[C@@H]4[C@H]([C@@H]([C@H](O4)OC[C@@H]5[C@H]([C@@H](C(O5)O)O)O)O)O[C@@H]6[C@H]([C@@H]([C@H](O6)CO)O)O[C@H]7[C@H]([C@@H]([C@H](O7)CO)O)O)CO)O)O)O)O)O)O)O